N-(6-chloro-4-methoxypyridin-3-yl)-3-(3-isopropylpyridin-2-yl)-1-sulfamoylazetidine-3-carboxamide ClC1=CC(=C(C=N1)NC(=O)C1(CN(C1)S(N)(=O)=O)C1=NC=CC=C1C(C)C)OC